C1(CCC1)[C@H](C=1C=C(C=CC1)C1=NNC2=C(N=C(C=C21)C(F)(F)F)[C@@H](C)N[C@@H]2COCC2)C2=NN=CN2C (3S)-N-{(1R)-1-[3-{3-[(R)-cyclobutyl(4-methyl-4H-1,2,4-triazol-3-yl)methyl]phenyl}-5-(trifluoromethyl)-1H-pyrazolo[3,4-c]pyridin-7-yl]ethyl}oxolan-3-amine